C(C)(C)OC(=O)OCOP(=O)(OCOC(=O)OC(C)C)CO[C@@H](CN1C2=NC=NC(=C2N=C1)N)C 9-[2-(R)-[[bis[[(isopropoxy-carbonyl)oxy]-methoxy]phosphinoyl]methoxy]propyl]adenine